C=1N=CN2C1C1=CC=CC=C1[C@H]2[C@H]2[C@H](C1=CC=CC=C1CC2)O (1R,2S)-2-((R)-5H-Imidazo[5,1-a]isoindol-5-yl)-1,2,3,4-tetrahydronaphthalen-1-ol